N-(3-Cyano-4-methyl-1H-indol-7-yl)-1-(3-hydroxy-1,1,3-trimethylbutyl)pyrazol-4-sulfonamid C(#N)C1=CNC2=C(C=CC(=C12)C)NS(=O)(=O)C=1C=NN(C1)C(CC(C)(C)O)(C)C